C(C1CO1)N(C1=C(C=CC=C1)C)CC1CO1 N,N-diglycidyl-2-methylaniline